C(C)(C)(C)OC(=O)N1CCN(CC1)C1=NC(=NC(=N1)C=1C=NC(=NC1)N)N1CCOCC1 4-(4-(2-aminopyrimidin-5-yl)-6-morpholino-1,3,5-triazine-2-yl)piperazine-1-carboxylic acid tert-butyl ester